C1(CCCC1)N1C(C=C(C2=C1N=C(N=C2)NC2=NN(C=C2)C2=CC=CC=C2)C)=O 8-cyclopentyl-5-methyl-2-((1-phenyl-1H-pyrazol-3-yl)amino)pyrido[2,3-d]pyrimidin-7(8H)-one